BrC1=C(C=C(OCCC2CC3(C2)CCN(CC3)CC(=O)OCC)C=C1)C ethyl 2-(2-(2-(4-bromo-3-methylphenoxy)ethyl)-7-azaspiro[3.5]nonan-7-yl)acetate